C1(CC1)C1=NC(=C(C(=N1)NC1CCN(CC1)C=1N=NC=CC1)OC)C 2-cyclopropyl-5-methoxy-6-methyl-N-(1-(pyridazin-3-yl)piperidin-4-yl)pyrimidin-4-amine